2-{[4-(difluoromethoxy)phenyl](hydroxy)phenylmethyl}-1-ethyl-N-(1-ethyl-1H-1,2,4-triazol-3-yl)-5-methoxy-1H-imidazo[4,5-b]pyridine-6-carboxamide FC(OC1=CC=C(C=C1)C(C=1N(C=2C(=NC(=C(C2)C(=O)NC2=NN(C=N2)CC)OC)N1)CC)(C1=CC=CC=C1)O)F